N1C=NC2=C1C=CC(=C2)CN2CCC1=CC=C(C=C21)C(=O)NC2=CC(=CC=C2)OC(F)(F)F 1-((1H-benzo[d]imidazol-5-yl)methyl)-N-(3-(trifluoromethoxy)phenyl)indoline-6-carboxamide